bisaminopyrazole NC1=CC(=NN1)N